6-[(9-anthracenyl)methyl]-4-oxo-7-[m-(trifluoromethyl)phenyl]-1-thia-3a-aza-3-indanecarboxylic acid C1=CC=CC2=CC3=CC=CC=C3C(=C12)CC1=CC(N2C(CSC2=C1C1=CC(=CC=C1)C(F)(F)F)C(=O)O)=O